(S)-N-(3,4-difluorophenyl)-1-(3-methylureido)-2,3-dihydro-1H-indene-4-carboxamide FC=1C=C(C=CC1F)NC(=O)C=1C=2CC[C@@H](C2C=CC1)NC(=O)NC